tert-butyl 7-(2-fluoro-7,8,9,10-tetrahydro-6H-azepino[1,2-a]indole-11-carboxamido)-3-oxa-9-azabicyclo[3.3.1]nonane-9-carboxylate FC=1C=C2C(=C3N(C2=CC1)CCCCC3)C(=O)NC3CC1COCC(C3)N1C(=O)OC(C)(C)C